ethyl 4-chloro-1-methyl-2-(methylsulfonyl)-1H-imidazole-5-carboxylate ClC=1N=C(N(C1C(=O)OCC)C)S(=O)(=O)C